1-(2-methoxyethyl)-3-methylpiperidin COCCN1CC(CCC1)C